(R)-3-(iodomethyl)pyrrolidine-1-carboxylic acid tert-butyl ester C(C)(C)(C)OC(=O)N1C[C@@H](CC1)CI